6,6,9-trimethyl-2-(4-methyl-2-thienyl)-3-pentyl-6a,7,8,10a-tetrahydrobenzo[c]chromen-1-ol CC1(OC=2C=C(C(=C(C2C2C1CCC(=C2)C)O)C=2SC=C(C2)C)CCCCC)C